ClC1=C(C=NN1C)C1C(C1)C(=O)O 2-(5-chloro-1-methyl-1H-pyrazol-4-yl)cyclopropane-1-carboxylic acid